1,1-bis(4-hydroxy-3-cyclohexylphenyl)cyclohexane OC1=C(C=C(C=C1)C1(CCCCC1)C1=CC(=C(C=C1)O)C1CCCCC1)C1CCCCC1